(S)-5-(2-(3-(5,5-dimethyltetra-hydrofuran-2-yl)-3-(2-(thiophen-2-yl)ethyl)pyrrolidin-1-yl)propan-2-yl)-2-methylpyridine CC1(CCC(O1)[C@@]1(CN(CC1)C(C)(C)C=1C=CC(=NC1)C)CCC=1SC=CC1)C